CC12CCC3C(CO1)(CCC1C(CCCC13C)(C)C)O2 3,8,8,11a-tetramethyldodecahydro-5H-3,5a-epoxynaphth[2,1-C]oxepin